1-hydroxycyclohexylphenylphenyl ketone OC1(CCCCC1)C=1C(=C(C=CC1)C(=O)C1=C(C(=CC=C1)C1(CCCCC1)O)C1=CC=CC=C1)C1=CC=CC=C1